NC=1C=C2C=3C=CN=CC3NC2=CC1 6-amino-beta-carboline